{[1,1'-binaphthalene]-2,2'-diylbis(oxydibenzo[b,d]furan-6,2-diyl)}dimethanol C1(=C(C=CC2=CC=CC=C12)OC1=CC=CC=2C3=C(OC21)C=CC(=C3)CO)C3=C(C=CC2=CC=CC=C32)OC3=CC=CC=2C1=C(OC23)C=CC(=C1)CO